[B].C1(CCCCC1)N cyclohexylamine boron